N,N-diisohexylamine C(CCC(C)C)NCCCC(C)C